B(B(F)F)(F)F diboron tetrafluoride